N-[3-chloro-4-[4-(piperidine-4-carbonyl)piperazine-1-carbonyl]phenyl]-5-[4-[1-(2,2-difluoroethyl)-5-methyl-pyrazol-4-yl]-2,3-difluoro-phenyl]-1-methyl-imidazole-2-carboxamide ClC=1C=C(C=CC1C(=O)N1CCN(CC1)C(=O)C1CCNCC1)NC(=O)C=1N(C(=CN1)C1=C(C(=C(C=C1)C=1C=NN(C1C)CC(F)F)F)F)C